(4-(1-(3-(1-(4-methyl-4H-1,2,4-triazol-3-ylthio)ethyl)phenyl)-1H-1,2,3-triazol-4-yl)phenyl)methanol CN1C(=NN=C1)SC(C)C=1C=C(C=CC1)N1N=NC(=C1)C1=CC=C(C=C1)CO